γ-glycidoxypropyldiethylmethoxysilane C(C1CO1)OCCC[Si](OC)(CC)CC